NC=1C=C(C=CC1OCOCCOC)N1C(C2=CC=C(C=C2CC1C)Br)=O 2-(3-amino-4-((2-methoxyethoxy)methoxy)phenyl)-6-bromo-3-methyl-3,4-dihydroisoquinolin-1(2H)-one